[Hg].[Se] Selenium-Mercury